BrC1=C(C=C(C=C1)C1=CC(C(C=N1)C)=O)OCOC 6-[4-bromo-3-(methoxymethoxy)phenyl]-3-methylpyridin-4-one